NC=1C(=C(C(=CC1)C)C1=CC=CC=C1C)N diamino-6,6'-dimethylbiphenyl